(S)-4-((4-cyanophenyl)((8-methyl-4-oxochroman-7-yl)oxy)methyl)benzamide C(#N)C1=CC=C(C=C1)[C@@H](C1=CC=C(C(=O)N)C=C1)OC1=CC=C2C(CCOC2=C1C)=O